S1C(=CC=C1)NC(CC1=CC(=C(C(=C1)OC)OC)OC)=O N-(thiophen-2-yl)-2-(3,4,5-trimethoxyphenyl)acetamide